C(CCCCCCCCCCCC)N 1-tridecyl-amine